FC1=C(C=C(C=C1)CC(=O)O)[C@@H](CN[C@@H]([C@H]1CNC2=CC=CN=C2C1)C1=CC=CC=C1)C |o1:11| 2-(4-fluoro-3-((S or R)-1-(((S)-phenyl((R)-1,2,3,4-tetrahydro-1,5-naphthyridin-3-yl)methyl)amino)propan-2-yl)phenyl)acetic acid